ClC=1C=CC(=NC1)N1N(C(=C(C1=O)NC(C1=CC=C(C=C1)OC(F)F)=O)C1=C(C=C(C=C1F)OC)F)C N-[2-(5-chloropyridin-2-yl)-5-(2,6-difluoro-4-methoxyphenyl)-1-methyl-3-oxo-2,3-dihydro-1H-pyrazol-4-yl]-4-(difluoromethoxy)benzamide